ClC1=C(C=CC(=C1Cl)OC)C=1C=C2CC(C(C2=CC1)NC(O[C@@H]1CN2CCC1CC2)=O)(C)C (S)-quinuclidin-3-yl (5-(2,3-dichloro-4-methoxyphenyl)-2,2-dimethyl-2,3-dihydro-1H-inden-1-yl)carbamat